IC1=C(C2=C(N=CO2)C(=C1)C1=CC=C(C=C1)C(F)(F)F)C(CO)O 1-(6-iodo-4-(4-(trifluoromethyl)phenyl)benzo[d]oxazol-7-yl)ethane-1,2-diol